bis(tri-o-tolylphosphine) palladium(II) dichloride [Pd](Cl)Cl.C1(=C(C=CC=C1)P(C1=C(C=CC=C1)C)C1=C(C=CC=C1)C)C.C1(=C(C=CC=C1)P(C1=C(C=CC=C1)C)C1=C(C=CC=C1)C)C